O1CC(CC1)NCC1CN(CC1)C=1N=NC(=CN1)C1=C(C=C(C=C1)C=1C=NNC1)O 2-[3-(3-{[(oxacyclopentan-3-yl)amino]methyl}pyrrolidin-1-yl)-1,2,4-triazin-6-yl]-5-(1H-pyrazol-4-yl)phenol